(R)-3-(2-Thienylthio)-butyric acid S1C(=CC=C1)S[C@@H](CC(=O)O)C